5-hydroxy-N-(isoxazol-4-yl)-1-methyl-6-oxo-1,6-dihydropyrimidine-4-carboxamide OC1=C(N=CN(C1=O)C)C(=O)NC=1C=NOC1